(-)-N-{2-cyclopropyl-2-[5-fluoro-6-(4-fluorophenyl)-4-(2-hydroxypropan-2-yl)pyridin-2-yl]-2-hydroxyEthyl}-8-methoxy-3-methylcinnoline-6-carboxamide C1(CC1)C(CNC(=O)C=1C=C2C=C(N=NC2=C(C1)OC)C)(O)C1=NC(=C(C(=C1)C(C)(C)O)F)C1=CC=C(C=C1)F